C(C)ON=C(CCCCCCCCC)C1=CC(=C(C(=C1)O)Br)O 1-(3,5-dihydroxy-4-bromophenyl)decan-1-one O-ethyloxime